N-(2,6-dichloro-9H-purin-9-yl)-1-(m-tolyl)methanimine ClC1=NC(=C2N=CN(C2=N1)N=CC=1C=C(C=CC1)C)Cl